4-[3-(3-Hydroxy-4-methoxyphenyl)prop-2-enoyl]-N,N-dimethylbenzenesulfonamide OC=1C=C(C=CC1OC)C=CC(=O)C1=CC=C(C=C1)S(=O)(=O)N(C)C